N1CCC2(CC1)OC1=C([C@H]2N)C=CC=C1 (3R)-3H-spiro[1-benzofuran-2,4'-piperidin]-3-amine